1-(chloromethyl)-7-[1-(2,2,3,3,3-pentafluoropropyl)-1H-pyrazol-4-yl]-8-(trifluoromethyl)-1H,2H,6H-[1,3]diazino[1,2-a]pyrimidine-2,6-dione ClCN1C=2N(C=CC1=O)C(C(=C(N2)C(F)(F)F)C=2C=NN(C2)CC(C(F)(F)F)(F)F)=O